N-(2-chloroethyl)-2,3-dihydrobenzofuran-5-sulfonamide ClCCNS(=O)(=O)C=1C=CC2=C(CCO2)C1